1,3,5-triethyl-2,4,6-trivinylbenzene C(C)C1=C(C(=C(C(=C1C=C)CC)C=C)CC)C=C